COC1=NC=CC(=C1)C1CNCC(O1)C 2-(2-methoxy-4-pyridinyl)-6-methyl-morpholine